The molecule is a cytochalasan alkaloid found in Chaetomium globosum. It has a role as a Chaetomium metabolite. It is a cytochalasan alkaloid, a member of indoles, a macrocycle and a secondary alpha-hydroxy ketone. C[C@H]\\1C/C=C/[C@H]2[C@@H](C(=C)[C@H]([C@@H]3[C@@]2(C(=O)CCC(=O)[C@@H](/C(=C1)/C)O)C(=O)N[C@H]3CC4=CNC5=CC=CC=C54)C)O